(R)-1-(5-ethyl-4-iodo-1-methyl-1H-pyrazol-3-yl)-3-morpholino-propan-1-ol C(C)C1=C(C(=NN1C)[C@@H](CCN1CCOCC1)O)I